C(C)(C)(C)OC(=O)N(C(OC(C)(C)C)=O)C1=C2N=CN(C2=NC=N1)CC1=CC(=NC=C1N1CC(CCC1)(NC(=O)OC)C(C(C(C)C)C)O)C1=CC(=C(C=C1)F)F tert-butyl (tert-butoxycarbonyl)(9-((2-(3,4-difluorophenyl)-5-(3-(1-hydroxy-2,3-dimethylbutyl)-3-((methoxycarbonyl)amino)piperidin-1-yl)pyridin-4-yl)methyl)-9H-purin-6-yl)carbamate